5-(3-chlorobenzyl)-N-(4-(5-((4-hydroxy-4-methylpentyl)oxy)-2-methylphenyl)pyridin-2-yl)-4H-1,2,4-triazole-3-carboxamide ClC=1C=C(CC=2NC(=NN2)C(=O)NC2=NC=CC(=C2)C2=C(C=CC(=C2)OCCCC(C)(C)O)C)C=CC1